5-bromo-6-methylbenzo[d][1,3]dioxole BrC1=CC2=C(OCO2)C=C1C